C1(CCCC1)C1=C(C=C(C=C1)COC1=CC=2C3=C(NC2C=C1)[C@H](CC3)CC(=O)O)C(F)(F)F (3R)-7-[[4-Cyclopentyl-3-(trifluoromethyl)phenyl]methoxy]-1,2,3,4-tetrahydrocyclopent[b]indole-3-acetic acid